5-(1-{1-[(tert-butoxy)carbonyl]Piperidin-4-yl}-1-hydroxypropanyl)-2-(4-chlorobenzoyl)-3-fluorobenzoic acid C(C)(C)(C)OC(=O)N1CCC(CC1)C(CC)(O)C=1C=C(C(=C(C(=O)O)C1)C(C1=CC=C(C=C1)Cl)=O)F